C=C(CCCC)O[N+]1=CC=C(C=C1)C 1-(Hex-1-en-2-yloxy)-4-methylpyridin-1-ium